C(CC)O[Al](OCCC)OCCC trin-propoxyaluminum